C(C1=CC=CC=C1)NC1=C2N=CN(C2=NC(=N1)N[C@H](CC)CO)C(C)C (-)-6-(Benzylamino)-2-[1(R)-(hydroxymethyl)propylamino]-9-isopropylpurine